(R)-N'-(((S)-3-(methoxymethyl)-1,2,3,5,6,7-hexahydro-s-indacen-4-yl)carbamoyl)-6,6-dimethyl-6,7-dihydro-5H-pyrazolo[5,1-b][1,3]oxazine-3-sulfonimidamide COC[C@H]1CCC2=CC=3CCCC3C(=C12)NC(=O)N=[S@](=O)(N)C=1C=NN2C1OCC(C2)(C)C